F\C(=C/CN)\CN1C(=NC2=C1C=CC=C2C2=CC(=CC=C2)S(=O)(=O)C)C(C)C (Z)-3-fluoro-4-(2-isopropyl-4-(3-(methylsulfonyl)phenyl)-1H-benzo[d]imidazol-1-yl)but-2-en-1-amine